ClC1=C(C=CC(=C1)F)C(=O)N1C[C@@H]2CC[C@H](C1)N2C2=CC(=CC=1N2C=NC1)S(=O)(=O)[C@H](CC)C |&1:30| (2-chloro-4-fluoro-phenyl)-[(1S,5R)-8-[7-[(1SR)-1-methylpropyl]sulfonylimidazo[1,5-a]pyridin-5-yl]-3,8-diazabicyclo[3.2.1]octan-3-yl]methanone